2-(4-(1-propenoyl-1,2,5,6-tetrahydropyridin-3-yl)-1H-pyrazol-1-yl)-N-(5-(trifluoromethyl)thiazol-2-yl)propanamide C(C=C)(=O)N1CC(=CCC1)C=1C=NN(C1)C(C(=O)NC=1SC(=CN1)C(F)(F)F)C